CC(C)OC(CNC(CCOCCOCCOCCOCCNC(CCCN(C(CCCCCCCCCC(=O)O)=O)CCCCCCCCCCC)=O)=O)=O 2-methyl-4,7,23,28-tetraoxo-27-undecyl-3,10,13,16,19-pentaoxa-6,22,27-triazaoctatriacontan-38-oic acid